OCC1CCC(O1)=O 5-hydroxymethyldihydro-furan-2-one